N-(3-Hydroxypropyl)-5-(1-methyl-1H-pyrazol-3-yl)-6-[4-(trifluoromethyl)phenoxy]pyridine-3-carboxamide OCCCNC(=O)C=1C=NC(=C(C1)C1=NN(C=C1)C)OC1=CC=C(C=C1)C(F)(F)F